4-bromo-6-chloro-N-methylpicolinamide BrC1=CC(=NC(=C1)Cl)C(=O)NC